5-(2-isocyanatoethyl)-2-isocyanatomethyl-3-(3-isocyanatopropyl)-Bicyclo[2.2.1]heptane N(=C=O)CCC1C2C(C(C(C1)C2)CN=C=O)CCCN=C=O